NC1=C(C(=NN1C(C)C)C1=CC(=C(C(=C1)F)CC(=O)NC1=CC(=NO1)C12CC(C1)(C2)C)F)C(=O)N 5-Amino-3-[3,5-difluoro-4-[2-[[3-(3-methyl-1-bicyclo[1.1.1]pentanyl)isoxazol-5-yl]amino]-2-oxoethyl]phenyl]-1-isopropyl-pyrazole-4-carboxamide